5-amino-4-(6-((2-(4-chlorophenyl)-2,2-difluoroacetamido)methyl)-3-oxo-1,3-dihydro-2H-indazol-2-yl)-5-oxopentanoic acid tert-butyl ester C(C)(C)(C)OC(CCC(C(=O)N)N1NC2=CC(=CC=C2C1=O)CNC(C(F)(F)C1=CC=C(C=C1)Cl)=O)=O